P(=O)([O-])([O-])[O-].C[N+](CC)(CCCCCCCCCCCC)C.C[N+](C)(CCCCCCCCCCCC)CC.C[N+](C)(CCCCCCCCCCCC)CC dimethyldodecylethylammonium phosphate salt